Para-hydroxybenzoate OC1=CC=C(C(=O)[O-])C=C1